2-(4-(6-((1,6-naphthyridin-2-yl)amino)-4-(cyclopropylamino)nicotinamido)-piperidin-1-yl)acetic acid N1=C(C=CC2=CN=CC=C12)NC1=NC=C(C(=O)NC2CCN(CC2)CC(=O)O)C(=C1)NC1CC1